2-vinyl-4,4-dibutyl-1,3-oxazoline-5-one C(=C)C=1OC(C(N1)(CCCC)CCCC)=O